BrC1=CC=C(C=C1)[C@]12CN(C[C@@H]2C1)C1CC1 (1S,5R)-1-(4-bromophenyl)-3-cyclopropyl-3-azabicyclo[3.1.0]hexane